mercaptobutyryloxyethyl-(oxy)butane Iridium (III) [Ir+3].SCCCC(=O)OCCOCCCC